9-Ethyl-3-(3-hydroxy-prop-1-yn-1-yl)-6,6-dimethyl-8-(piperazin-1-yl)-5H-benzo[b]carbazole-11(6H)-one C(C)C1=CC2=C(C(C=3NC4=CC(=CC=C4C3C2=O)C#CCO)(C)C)C=C1N1CCNCC1